lithium 2,2'-bipyridine N1=C(C=CC=C1)C1=NC=CC=C1.[Li]